3-hydroxy-8-(thien-2-ylsulfonyl)quinazoline-2,4(1H,3H)-dione ON1C(NC2=C(C=CC=C2C1=O)S(=O)(=O)C=1SC=CC1)=O